BrC1=CC=C(C=C1)NC1=NC=C(C(=N1)C1=NC=C(C(=C1)NC1=C(C(=O)NC([2H])([2H])[2H])C=CC=C1)C(F)(F)F)C(F)(F)F 2-({2-[[(4-bromophenyl)amino]-5-(trifluoromethyl)pyrimidin-4-yl]-5-(trifluoromethyl)pyridin-4-yl}amino)-N-(trideuteriomethyl)benzamide